methyl 2-(sec-butyl (2,2-dimethoxyethyl) amino)-2-oxoethylcarbamate C(C)(CC)N(C(CNC(OC)=O)=O)CC(OC)OC